C(#N)C=1C=CC(=NC1)NC(CC)=O N-(5-cyanopyridin-2-yl)propanamide